IC=1C(=C(C=CC1)CS(=O)(=O)[O-])C=C 3-iodo-2-vinylphenylmethanesulfonate